N1CC(C1)C(=O)N1CCN(CC1)C(=O)C1=C(C=C(C=C1)NC(=O)C=1N(C(=CN1)C=1C(=NN(C1)CC#N)C(F)(F)F)C)CC N-[4-[4-(azetidine-3-carbonyl)piperazine-1-carbonyl]-3-ethylphenyl]-5-[1-(cyanomethyl)-3-(trifluoromethyl)pyrazol-4-yl]-1-methylimidazole-2-carboxamide